methyl-(2-oxoethyl)carboxylic acid COC(=O)CC=O